4-nitrobenzyl (R)-4-((2R,3R)-3-((R)-1-aminoethyl)-4-oxoazetidin-2-yl)-2-diazo-3-oxopentanoate N[C@H](C)[C@@H]1[C@H](NC1=O)[C@H](C(C(C(=O)OCC1=CC=C(C=C1)[N+](=O)[O-])=[N+]=[N-])=O)C